COC1=NC=C(C=2C1=NC(=CN2)O)C2=CC=CC=C2 5-methoxy-8-phenylpyrido[3,4-b]pyrazin-3-ol